1,4,4,9-tetramethyl-6-methylsulfanyl-4,5-dihydro-[1,2,4]triazolo[4,3-a]quinoxaline CC1=NN=C2N1C1=C(C=CC(=C1NC2(C)C)SC)C